C(C)(C)(C)OC(=O)N1CC2(C1)CCN(CC2)C2=CC=C(C=C2)C2(CCCC1=CC(=CC=C21)OC2OCCCC2)O 7-(4-(1-hydroxy-6-((tetrahydro-2H-pyran-2-yl)oxy)-1,2,3,4-tetrahydronaphthalen-1-yl)phenyl)-2,7-diazaspiro[3.5]nonane-2-carboxylic acid tert-butyl ester